Bis-stearyl 3,5-di-tert-butyl-4-hydroxybenzylphosphonate 2,6,7-trioxa-1-phosphabicyclo[2.2.2]Oct-4-ylmethyl-3,5-di-tert-butyl-4-hydroxyhydrocinnamate P12OCC(CO1)(CO2)COC(CCC2=CC(=C(C(=C2)C(C)(C)C)O)C(C)(C)C)=O.C(C)(C)(C)C=2C=C(CP(OCCCCCCCCCCCCCCCCCC)(OCCCCCCCCCCCCCCCCCC)=O)C=C(C2O)C(C)(C)C